3-(N-(1,3-dimethyl-2-oxo-6-(3-propoxyphenoxy)-2,3-dihydro-1H-benzo[d]imidazol-5-yl)sulfamoyl)benzoic acid CN1C(N(C2=C1C=C(C(=C2)NS(=O)(=O)C=2C=C(C(=O)O)C=CC2)OC2=CC(=CC=C2)OCCC)C)=O